zinc 2-hexylhexanoate C(CCCCC)C(C(=O)[O-])CCCC.[Zn+2].C(CCCCC)C(C(=O)[O-])CCCC